C(#N)C=1C=C(C=NC1N[C@@H]1[C@H](COCC1)OC)C=1C(=CC(=C(C(=O)NC2=NNC=C2)C1)F)C 5-(5-cyano-6-(((3R,4S)-3-methoxytetrahydro-2H-pyran-4-yl)amino)pyridin-3-yl)-2-fluoro-4-methyl-N-(1H-pyrazol-3-yl)benzamide